8-((4-methoxybenzyl)oxy)-1-methyl-6-morpholinoquinoxalin-2(1H)-one COC1=CC=C(COC=2C=C(C=C3N=CC(N(C23)C)=O)N2CCOCC2)C=C1